butyl 3-(((s)-3-(1-(4-methoxyphenyl)-5-oxo-4,5-dihydro-1H-1,2,4-triazol-3-yl)piperidin-1-yl)methyl)piperidine-1-carboxylate COC1=CC=C(C=C1)N1N=C(NC1=O)[C@@H]1CN(CCC1)CC1CN(CCC1)C(=O)OCCCC